ClC=1C=C(C=CC1C(F)(F)F)NC(=O)NC1=C(C(=CC=C1)C(=O)C=1C=C2N=C(C=NC2=CC1)C#N)F 1-(3-chloro-4-(trifluoromethyl)phenyl)-3-(3-(3-cyanoquinoxaline-6-carbonyl)-2-fluorophenyl)urea